CC(=O)N[C@@H]1[C@H]([C@@H]([C@H](O[C@H]1O[C@@H]2[C@H](OC([C@@H]([C@H]2O)NC(=O)C)O)CO)CO)O[C@H]3[C@H]([C@H]([C@@H]([C@H](O3)CO[C@@H]4[C@H]([C@H]([C@@H]([C@H](O4)CO)O)O)O)O)O[C@@H]5[C@H]([C@H]([C@@H]([C@H](O5)CO)O)O)O)O)O The molecule is a branched pentasaccharide consisting of a D-GlcNAc residue at the reducing end with an alpha-D-Man-(1->3)-[alpha-D-Man-(1->6)]-beta-D-Man-(1->4)-beta-D-GlcNAc moiety attached via a beta-(1->4) linkage. It has a role as a carbohydrate allergen. It is an amino pentasaccharide and a paucimannose N-glycan.